CC=1C(N2[C@H]([C@H](CCC2=CC1)NS(=O)(=O)C)COC1CCC(CC1)C#CC)=O |r| rac-N-[(3S,4R)-7-methyl-6-oxo-4-({[(1s,4S)-4-(prop-1-yn-1-yl)cyclohexyl]oxy}methyl)-1,3,4,6-tetrahydro-2H-quinolizin-3-yl]methanesulfonamide